ClC=1C=NC(=C(C(=O)NC2CCC(CC2)CN2C(N(C3=C2C=CC=C3)C3=C(C(=NC=C3)C)C)=O)C1)C 5-chloro-N-((1r,4r)-4-((3-(2,3-dimethylpyridin-4-yl)-2-oxo-2,3-dihydro-1H-benzo[d]imidazol-1-yl)methyl)cyclohexyl)-2-methylnicotinamide